C(C)(C)(C)OC(=O)N1CC(C2=CC=C(C=C12)CC1=CC=C(C=C1)F)(C)CCC#N 3-(2-cyanoethyl)-6-(4-fluorobenzyl)-3-methylindoline-1-carboxylic acid tert-butyl ester